C(C)(C)(C)NC1=NC(=NC(=N1)NC1=CC(=NC=C1)C(F)(F)F)C1=NC(=CC=C1F)F N2-(tert-butyl)-6-(3,6-difluoropyridin-2-yl)-N4-(2-(trifluoromethyl)pyridin-4-yl)-1,3,5-triazine-2,4-diamine